CNC(=O)C(=O)NC N,N'-dimethyl-oxamide